7-bromo-3-(3-((tert-butyldimethylsilyl)oxy)azetidin-1-yl)benzo[4,5]imidazo[1,2-a]pyridine BrC=1C=CC2=C(N=C3N2C=CC(=C3)N3CC(C3)O[Si](C)(C)C(C)(C)C)C1